C1=CC=CC=2C=C(C=3CC=4C=CC=CC4C3C21)S(=O)(=O)O 7H-benzo[c]fluorene-6-sulfonic acid